endo-4-(5-(4-(4-chlorobenzyl)-3-oxo-2-azabicyclo[3.1.0]hexan-2-yl)-1H-pyrazol-3-yl)nicotinonitrile ClC1=CC=C(CC2C(N(C3CC23)C2=CC(=NN2)C2=CC=NC=C2C#N)=O)C=C1